(2,6-dioxopiperidin-3-yl)-5-(4-formyl-piperidin-1-yl)picolinamide O=C1NC(CCC1C=1C(=NC=C(C1)N1CCC(CC1)C=O)C(=O)N)=O